C(C1=CC=CC=C1)OC1=NC(=CC=C1N1C(C2=CC=C(C=C2C1)N1CC(C1)C(OC)OC)=O)O 2-(2-benzyloxy-6-hydroxy-3-pyridyl)-5-[3-(dimethoxymethyl)azetidin-1-yl]isoindolin-1-one